[I-].C(#N)C1=CC=[N+](C=C1)CC1=C(C=C(C=C1C)C)C 4-cyano-1-(2,4,6-trimethylbenzyl)pyridinium iodide